methyl 2-[2-(2-{5'-fluoro-7-methoxy-1'-methyl-[4,6'-biindazol]-1-yl}acetamido)acetamido]acetate FC=1C=C2C=NN(C2=CC1C=1C=2C=NN(C2C(=CC1)OC)CC(=O)NCC(=O)NCC(=O)OC)C